CC1=C(C=C(C=C1)NC(C1=NC=CC(=C1)C(F)(F)F)=O)C1=CC2=C(N=C(N=C2)NC)N2C1=NCCC2 N-(4-methyl-3-(2-(methylamino)-9,10-dihydro-8H-pyrido[1,6-a:2,3-d']dipyrimidin-6-yl)phenyl)-4-(trifluoromethyl)picolinamide